N-[2-methyl-3-(4,4,5,5-tetramethyl-1,3,2-dioxaborolan-2-yl)phenyl]-5-[[rac-(3R)-3-hydroxypyrrolidin-1-yl]methyl]pyridine-2-carboxamide CC1=C(C=CC=C1B1OC(C(O1)(C)C)(C)C)NC(=O)C1=NC=C(C=C1)CN1C[C@@H](CC1)O |r|